BrC=1C=C(C=CC1C)NC(=O)N1C=C(C=C1)C(C)(C)C N-(3-bromo-4-methylphenyl)-3-(tert-butyl)-1H-pyrrole-1-carboxamide